(2-chloro-5,6,7,8-tetrahydroquinolin-4-yl)(pyrrolidin-1-yl)methanone ClC1=NC=2CCCCC2C(=C1)C(=O)N1CCCC1